C(CCC)P(OC(C(=O)O)CCC(=O)O)O 2-[[butylhydroxyphosphino]oxy]glutaric acid